8-chloro-2-{[4-(trifluoromethyl)pyridin-2-yl]Oxy}quinoline ClC=1C=CC=C2C=CC(=NC12)OC1=NC=CC(=C1)C(F)(F)F